FC1(C(NC2=CC(=CC=C2C1=O)SC)=O)F 3,3-difluoro-7-(methylsulfanyl)-1,2,3,4-tetrahydroquinoline-2,4-dione